BrC1=CC=C2C(=NC(=NC2=C1C)Cl)Cl 7-Bromo-2,4-dichloro-8-methylquinazoline